C(C)(=O)NC1=CC=C(C=N1)C#CC=1C=C(C(=O)NC2=CC=C3C(=CN(C3=C2)C)C=2C=NC(=CC2)F)C=CC1C 3-((6-Acetamidopyridin-3-yl)ethynyl)-N-(3-(6-fluoropyridin-3-yl)-1-methyl-1H-indol-6-yl)-4-methylbenzamide